4-phenyl-2,3-dihydroxy-6-nitrophenylalanine C1(=CC=CC=C1)C1=C(C(=C(C[C@H](N)C(=O)O)C(=C1)[N+](=O)[O-])O)O